9-(4-(2,4,6-triisopropylphenyl)pyridin-2-yl)-9H-carbazol-2-ol C(C)(C)C1=C(C(=CC(=C1)C(C)C)C(C)C)C1=CC(=NC=C1)N1C2=CC=CC=C2C=2C=CC(=CC12)O